COC1(CNCCC1)C 3-methoxy-3-methylpiperidine